3-(2-bromophenyl)-carbazole BrC1=C(C=CC=C1)C=1C=CC=2NC3=CC=CC=C3C2C1